C(CCCCCCCCCCC)(=O)O.C(CCCCCCCCCCC)(=O)O.C(C(C)(C)C)O neopentyl alcohol dilaurate